C([C@@H]([C@@H]1C(=O)C(=C(O1)[O])O)O)O The molecule is an organic radical. It has a role as a mouse metabolite. It derives from a L-isoascorbic acid. It is a conjugate acid of a monodehydro-L-ascorbate(1-).